NC=1N=C(C(=NC1)C(C)=O)Cl 1-(5-amino-3-chloropyrazin-2-yl)ethanone